FP1(OC=C(NO1)C1=CC=CC=C1)=O 2-fluoro-5-phenyl-1,3,4,2-dioxazaphosphorine-2-oxide